C(#N)C=1C(=NC(=NC1C=1SC=CC1)SCC=1C=C(C=CC1)CC(=O)O)NC1CC1 [3-(5-Cyano-4-cyclopropylamino-6-thiophen-2-yl-pyrimidin-2-ylsulfanylmethyl)-phenyl]-acetic acid